4-[1-(pyridine-4-yl)ethyl]Benzoic acid N1=CC=C(C=C1)C(C)C1=CC=C(C(=O)O)C=C1